3'-[(3-chloro-2-methoxyphenyl)amino]-2'-(3-fluoropyridin-4-yl)-5',6'-dihydro-1'H-spiro[piperidine-4,7'-pyrrolo[3,2-c]pyridin]-4'-one ClC=1C(=C(C=CC1)NC1=C(NC2=C1C(NCC21CCNCC1)=O)C1=C(C=NC=C1)F)OC